C(C)NC(=CC[SiH3])NCC bis(ethylamino)allylsilane